di-tert-butyl azepane-1,4-dicarboxylate N1(CCC(CCC1)C(=O)OC(C)(C)C)C(=O)OC(C)(C)C